racemic-tert-butyl 2-[7-(4-ethylphenyl)-4,5,13-trimethyl-3-thia-1,8,11,12-tetraazatricyclo[8.3.0.02,6]trideca-2(6),4,7,10,12-pentaen-9-yl]acetate C(C)C1=CC=C(C=C1)C=1C=2C(=C(SC2N2C(=NN=C2[C@H](N1)CC(=O)OC(C)(C)C)C)C)C |r|